2,6-diamino-3-n-pentadecylcyclohexanol NC1C(C(CCC1CCCCCCCCCCCCCCC)N)O